C(C)(=O)O.N1N=CC(=C1)C(=O)N 1H-pyrazole-4-formamide acetate